C(=O)OC1=CC(C)=CC=C1C(C)C thymyl formate